CS(=O)(=O)C=1C=C2C(=C(C(=NC2=CC1)C1=CC(=CC=C1)C(F)(F)F)CN1CCC(CC1)N1CCCC1)C(=O)NC1(CC1)C1=CC=CC=C1 6-(methylsulfonyl)-N-(1-phenylcyclopropyl)-3-{[4-(1-pyrrolidinyl)-1-piperidinyl]methyl}-2-[3-(trifluoromethyl)phenyl]-4-quinolinecarboxamide